(3R,4R,5S,6S)-3-fluoro-6-methyltetrahydro-2H-pyran-2,4,5-triol triacetate C(C)(=O)OC1O[C@H]([C@@H]([C@H]([C@H]1F)OC(C)=O)OC(C)=O)C